2,2,2-trifluoro-1-(4-fluoro-3-methylphenyl)ethan-1-amine hydrochloride Cl.FC(C(N)C1=CC(=C(C=C1)F)C)(F)F